4-[1-[[4-[5-(difluoromethyl)-1,3,4-oxadiazol-2-yl]phenyl]methyl]tetrazol-5-yl]-1-N-methylbenzene-1,2-diamine FC(C1=NN=C(O1)C1=CC=C(C=C1)CN1N=NN=C1C=1C=C(C(=CC1)NC)N)F